((R)-2-(6-(2-(methylsulfonyl)pyrimidin-5-yl)hex-5-ynylamino)propionylamino)isonicotinate CS(=O)(=O)C1=NC=C(C=N1)C#CCCCCN[C@@H](C(=O)NC1=C(C(=O)[O-])C=CN=C1)C